COCCC1N(CCC1)C(=O)N (2-methoxyethyl)pyrrolidine-1-carboxamide